C(CC)SC(OCI)=O thiocarbonic acid O-(iodomethyl) ester S-propyl ester